1-(Tert-butyl) 3-methyl (6R)-4-(4-bromo-5-fluoro-2-(N-(2-isopropyl-4-methylpyridin-3-yl)-2-nitroacetamido) benzoyl)-6-methylpiperazine-1,3-dicarboxylate BrC1=CC(=C(C(=O)N2C(CN([C@@H](C2)C)C(=O)OC(C)(C)C)C(=O)OC)C=C1F)N(C(C[N+](=O)[O-])=O)C=1C(=NC=CC1C)C(C)C